3-(3-((2-(Cyclopentylmethyl)-1H-imidazol-1-yl)methyl)-4-methylphenyl)-3-(1,4-dimethyl-1H-benzo[d][1,2,3]triazol-5-yl)propanoic acid C1(CCCC1)CC=1N(C=CN1)CC=1C=C(C=CC1C)C(CC(=O)O)C1=C(C2=C(N(N=N2)C)C=C1)C